CC=1C(=CC(=NC1)N)N1N=NC=C1 5-methyl-4-(1H-1,2,3-triazol-1-yl)pyridin-2-amine